C[N+](C)(CCCCCCCCCCCCCCCC)[O-] N,N-dimethylhexadecylamine N-oxide